FC1=C(CCC2=CC(=CC(=N2)N)C)C=C(C=C1F)CCC1N(CCOC1)C 6-(2,3-difluoro-5-(2-(4-methylmorpholin-3-yl)ethyl)phenethyl)-4-methylpyridin-2-amine